C(C(C)C)(=O)OC=1C(OC(C(C)C)=O)=CC(=CC1C)CC=C 4-allyl-6-methylcatechol di-isobutyrate